1,3-dimethyl-5-(4,4,5,5-tetra-methyl-1,3,2-dioxaborolan-2-yl)-1H-pyrazole CN1N=C(C=C1B1OC(C(O1)(C)C)(C)C)C